FC(C1=CC=C(C=C1)CC=1C=2N(C=CC1)N=CC2C(=O)NCC2CCC(CC2)C(=O)O)(F)F (1r,4r)-4-[[[4-[[4-(trifluoromethyl)phenyl]methyl]pyrazolo[1,5-a]pyridine-3-carbonyl]amino]methyl]cyclohexanecarboxylic acid